FC1=CN=CC=2CN(CCOC21)C(=O)C(CC#N)(CC)C 3-(9-fluoro-3,5-dihydro-2H-pyrido[3,4-f][1,4]oxazepine-4-carbonyl)-3-methyl-pentanenitrile